C1(CC1)C1=C2COC(C2=CC=C1C=C)=O 4-cyclopropyl-5-vinyl-isobenzofuran-1(3H)-one